ClC1=C(C=CC(=C1C1=CC2=C(N=C(N=C2)NCCN(C)C)N2C1=NN=C2)C)O 2-chloro-3-(2-((2-(dimethylamino)ethyl)amino)-[1,2,4]triazolo[4',3':1,6]pyrido[2,3-d]pyrimidin-6-yl)-4-methylphenol